methyl 5-methyl-1-{[2-(trimethylsilyl) ethoxy] methyl}-1H-pyrazole-3-carboxylate CC1=CC(=NN1COCC[Si](C)(C)C)C(=O)OC